2-[4-Chloro-5-[(3R,4R)-3-methyl-1-[2-(1-methyltetrazol-5-yl)ethylsulfonyl]-4-piperidyl]-1H-imidazol-2-yl]-5-fluoro-pyridine ClC=1N=C(NC1[C@H]1[C@H](CN(CC1)S(=O)(=O)CCC1=NN=NN1C)C)C1=NC=C(C=C1)F